(3-(4-aminophenyl)-4-oxo-3,4-dihydroquinazolin-2-yl)methyl acetate C(C)(=O)OCC1=NC2=CC=CC=C2C(N1C1=CC=C(C=C1)N)=O